1-oxa-8-azaspiro[4.5]dec-3-yl-aminopropylether O1CC(CC12CCNCC2)C(CCOCCC(C2COC1(C2)CCNCC1)N)N